C12CN(CC(N1)C2)C(=O)C2=CC=C(CN1C(C3=C(N=C(N=C3NCCCC)N)C=C1)=O)C=C2 6-(4-(3,6-diazabicyclo[3.1.1]heptane-3-carbonyl)benzyl)-2-amino-4-(butylamino)pyrido[4,3-d]pyrimidin-5(6H)-one